C(C=C)OC(CC(O)CC)(C)OCC=C 3,3-bisallyloxyethyl-1-butanol